FC=1C=C(C=CC1)C1=C(C(=CC=C1)/C=C/C=1C=C(CNC(C(=O)O)(CO)C)C=CC1C(F)(F)F)C (E)-2-(3-(2-(3'-fluoro-2-methylbiphenyl-3-yl)vinyl)-4-(trifluoromethyl)benzylamino)-3-hydroxy-2-methylpropanoic acid